C1(CCCC1)N1C(CN(C=2C(N[C@](NC12)(N)NC1=C(C=C2C=CN(C2=C1)C(CN1CCC(CC1)C)=O)OC)=O)C)CC (R)-8-cyclopentyl-7-ethyl-2-{{5-methoxy-1-[2-(4-methylpiperidin-1-yl)acetyl]indol-6-yl}amino}-5-methyl-7,8-dihydropterin